OC1=C(C=C(C=C1)/C=C/C(=O)NS(=O)(=O)C1=CC=C(C=C1)N1N=C(C=C1C1=CC=C(C=C1)C)C(F)(F)F)OC (E)-3-(4-hydroxy-3-methoxyphenyl)-N-((4-(5-(p-tolyl)-3-(trifluoromethyl)-1H-pyrazol-1-yl)phenyl)sulfonyl)acrylamide